N-((2S,3R)-3-hydroxy-1-(((R)-3-methyl-1-((R)-5-methyl-4,8-dioxo-1,3,6,2-trioxaborocan-2-yl)butyl)amino)-1-oxobutan-2-yl)-6-phenylpicolinamide O[C@@H]([C@@H](C(=O)N[C@@H](CC(C)C)B1OC(CO[C@@H](C(O1)=O)C)=O)NC(C1=NC(=CC=C1)C1=CC=CC=C1)=O)C